NC=1C(=CC(=C(C1)NC1=NC=CC(=N1)N1C(N(C2=C1C=CC(=C2)F)C(C)C)=O)OC)N(C)CCN(C)C 1-(2-((5-Amino-4-((2-(dimethylamino)ethyl)(methyl)amino)-2-methoxyphenyl)amino)pyrimidin-4-yl)-5-fluoro-3-isopropyl-1H-benzo[d]imidazol-2(3H)-one